C(=O)C1=CC=C(C=C1)CN1CCN(CC1)C(=O)OC(C)(C)C tert-butyl 4-[(4-formylphenyl)methyl]piperazine-1-carboxylate